C1CC2=CC=C(C3=CC=CC1=C23)C2=C(C(=O)N)C=CC(=C2F)F (1,2-Dihydroacenaphthylen-5-yl)-3,4-difluorobenzamide